C(=O)(O)C1(C2C=CC(C1)C2)C 5-carboxy-5-methyl-bicyclo[2.2.1]Hept-2-ene